methyl-α-D-glucopyranosuronic acid C[C@@]1(O)[C@H](O)[C@@H](O)[C@H](O)[C@H](O1)C(=O)O